BrC=1C=NC(=NC1)NC(\C(=C(\C=1C=NOC1C)/O)\C#N)=O (Z)-N-(5-bromopyrimidin-2-yl)-2-cyano-3-hydroxy-3-(5-methylisoxazol-4-yl)acrylamide